3-Ethyl-3-(phenoxymethyl)oxetan C(C)C1(COC1)COC1=CC=CC=C1